S(=O)(=O)(O)C[C@H]([C@H]([C@@H]([C@H](C=O)O)O)O)O 6-deoxy-6-sulfoglucose